Methyl 6-(4-(2-hydroxy-2-methyl-propylamino)-6-(2-(trifluoromethyl)pyridin-4-ylamino)-1,3,5-triazin-2-yl)pyridin-2-yl-carbamate OC(CNC1=NC(=NC(=N1)NC1=CC(=NC=C1)C(F)(F)F)C1=CC=CC(=N1)NC(OC)=O)(C)C